[SiH2](O[SiH2]N)N disiloxane-1,3-diamine